NC=1N=C(C2=C(N1)C=NN2CC2=C(C=C(C(=O)O)C=C2)OC)NCCCC 4-((5-amino-7-(butylamino)-1H-pyrazolo[4,3-d]pyrimidin-1-yl)methyl)-3-methoxybenzoic acid